C(#N)[C@H]1N([C@H]2C[C@H]2C1)C(CNC(=O)C1=CC=NC2=CC=C(C=C12)OCC1CC1)=O N-(2-((1S,3S,5S)-3-cyano-2-azabicyclo[3.1.0]hex-2-yl)-2-oxoethyl)-6-(cyclopropylmethoxy)quinoline-4-carboxamide